CSC=1C=NC(=NC1)N[C@H]1C[C@@H](CC1)NC(OC(C)(C)C)=O |r| rac-tert-Butyl ((1R,3R)-3-((5-(methylthio)pyrimidin-2-yl)amino)cyclopentyl)carbamate